NC(C(=O)NC)COC=1C=C2CC(CC2=C(C1)F)CNCCC1CN(C(O1)=O)C=1C=CC=2OCC(NC2N1)=O 2-Amino-3-[[7-fluoro-2-[[2-[2-oxo-3-(3-oxo-4H-pyrido[3,2-b][1,4]oxazin-6-yl)-1,3-oxazolidin-5-yl]ethylamino]methyl]-2,3-dihydro-1H-inden-5-yl]oxy]-N-methylpropanamide